N-(1-(2,6-dioxopiperidin-3-yl)-2-oxo-1,2-dihydrobenzo[cd]indol-6-yl)-8-morpholinooctanoamide O=C1NC(CCC1N1C(C2=C3C(C(=CC=C13)NC(CCCCCCCN1CCOCC1)=O)=CC=C2)=O)=O